3-bromo-6-(isopropylsulfonyl)-2-methylpyridine BrC=1C(=NC(=CC1)S(=O)(=O)C(C)C)C